4-(((4-(4-Methoxy-3-methylphenyl)bicyclo[2.2.2]octan-1-yl)methyl)(4-(1-(3-methylpentan-3-yl)-1H-pyrazol-4-yl)pyridin-2-yl) carbamoyl)cyclohexyl trans-(3-hydroxypropyl)carbamate OCCCNC(OC1CCC(CC1)C(N(C1=NC=CC(=C1)C=1C=NN(C1)C(CC)(CC)C)CC12CCC(CC1)(CC2)C2=CC(=C(C=C2)OC)C)=O)=O